O-ethyl-α-methyltyrosine C(C)OC1=CC=C(C[C@](N)(C(=O)O)C)C=C1